5-(2-(4-(2-acetyl-5-chlorophenyl)-3-methoxy-6-oxopyridazin-1(6H)-yl)-3-phenylpropionamido)-1H-indole-2-carboxylic acid C(C)(=O)C1=C(C=C(C=C1)Cl)C=1C(=NN(C(C1)=O)C(C(=O)NC=1C=C2C=C(NC2=CC1)C(=O)O)CC1=CC=CC=C1)OC